2,6-bis[1-(2-isopropylphenylimino)ethyl]pyridine C(C)(C)C1=C(C=CC=C1)N=C(C)C1=NC(=CC=C1)C(C)=NC1=C(C=CC=C1)C(C)C